Natrium (S)-3-(3-(1-Methyl-4-oxido-2-oxo-1,2-dihydropyridin-3-yl)ureido)-3-(2',4,4'-trifluorobiphenyl-3-yl)propanoat CN1C(C(=C(C=C1)[O-])NC(N[C@@H](CC(=O)[O-])C=1C=C(C=CC1F)C1=C(C=C(C=C1)F)F)=O)=O.[Na+].[Na+]